ClC1=CC=C2C(=NC=3N(C2=C1)C=NN3)N(C=3C=C(C=CC3)C3=CC=C(C=C3)C(C#N)(C)C)C (3'-((8-chloro-[1,2,4]triazolo[4,3-a]quinazolin-5-yl)(methyl)amino)-[1,1'-biphenyl]-4-yl)-2-methylpropanenitrile